5-chloro-N-(3-cyanophenyl)-2-(4-fluoro-2-methoxyphenoxy)benzamide ClC=1C=CC(=C(C(=O)NC2=CC(=CC=C2)C#N)C1)OC1=C(C=C(C=C1)F)OC